1,2-phenylenebis(pyrrolidine-1-carboxylate) C1(=C(C=CC=C1)C1N(CCC1)C(=O)[O-])C1N(CCC1)C(=O)[O-]